(S or R)-N-(2-cyanopyridin-4-yl)-2-(4,4-difluoro-3-methylpiperidin-1-yl)-5-(trifluoro-methyl)nicotinamide C(#N)C1=NC=CC(=C1)NC(C1=C(N=CC(=C1)C(F)(F)F)N1C[C@@H](C(CC1)(F)F)C)=O |o1:22|